(phenylene)-bis(dihydro-4H-oxazine) C1(=C(C=CC=C1)C1NOC=CC1)C1NOC=CC1